3-Bromo-1-(3-ethoxy-4-fluorophenyl)-5-isobutyl-1H-pyrazole BrC1=NN(C(=C1)CC(C)C)C1=CC(=C(C=C1)F)OCC